C(C)(C)(C)OC(=O)NC=1C(=NC(=C(N1)C1=C(C(=CC=C1)Cl)Cl)C)N1CCC2(CCC[C@H]2NC(OC(C)(C)C)=O)CC1 tert-butyl (R)-(8-(3-((tert-butoxycarbonyl)amino)-5-(2,3-dichlorophenyl)-6-methylpyrazin-2-yl)-8-azaspiro[4.5]decan-1-yl)carbamate